tert-butyl (4-(3-(6-chloropyridin-3-yl)-1-((2-(trimethylsilyl)ethoxy)methyl)-1H-pyrazolo[4,3-d]pyrimidin-5-yl)-3,5-difluorobenzyl)(methyl)carbamate ClC1=CC=C(C=N1)C1=NN(C2=C1N=C(N=C2)C2=C(C=C(CN(C(OC(C)(C)C)=O)C)C=C2F)F)COCC[Si](C)(C)C